(1s,4s)-4-((2-chloro-7-((2-(trimethylsilyl)ethoxy)methyl)-7H-pyrrolo[2,3-d]pyrimidin-4-yl)oxy)-1-methylcyclohexane-1-ol ClC=1N=C(C2=C(N1)N(C=C2)COCC[Si](C)(C)C)OC2CCC(CC2)(O)C